FC=1C=CC(=C(C1)CC(=O)O)NC(C1=CC(=C(C=C1)N1CCCCC1)NC(=O)C1=NN(C2=CC=CC=C12)C(C(F)(F)F)C)=O 2-(5-fluoro-2-(4-(piperidin-1-yl)-3-(1-(1,1,1-trifluoropropan-2-yl)-1H-indazole-3-carboxamido)benzamido)phenyl)acetic acid